3-(2,2-difluoroethyl)-1-(5-(2-methoxypyrimidin-5-yl)pyridin-2-yl)-1-(trans-4-((4-(((1-methyl-1H-imidazol-2-yl)methyl)amino)-5-(trifluoromethyl)pyrimidin-2-yl)amino)cyclohexyl)urea FC(CNC(N([C@@H]1CC[C@H](CC1)NC1=NC=C(C(=N1)NCC=1N(C=CN1)C)C(F)(F)F)C1=NC=C(C=C1)C=1C=NC(=NC1)OC)=O)F